N1N=CC2=CC(=CC=C12)NC1=NC(=NC=C1F)N1C(CNCC1)CO (1-(4-((1H-indazol-5-yl)amino)-5-fluoropyrimidin-2-yl)piperazin-2-yl)methanol